ClN1N=C2C(C(=N1)Cl)=NC=C2C2(CCC2)CC 2,4-dichloro-7-(1-ethylcyclobutyl)pyrrolotriazine